ClC1=CC(=C(C(=N1)OCCCNC(OC(C)(C)C)=O)C(CC#N)=O)OC tert-butyl (3-{[6-chloro-3-(cyanoacetyl)-4-methoxypyridin-2-yl]oxy}propyl)carbamate